Tert-butyl (1-((1-(4-chlorobenzyl)-1H-pyrazol-4-yl)methyl)azetidin-3-yl)carbamate ClC1=CC=C(CN2N=CC(=C2)CN2CC(C2)NC(OC(C)(C)C)=O)C=C1